FC1=CC=C(OC=2C=3C4=C(NC3C=CC2)CCN(CC4)C(=O)OC(C)(C)C)C=C1 tert-butyl 10-(4-fluorophenoxy)-1,4,5,6-tetrahydroazepino[4,5-b]indole-3(2H)-carboxylate